C=C1C=CC=N1 Azafulvene